BrC(C(=O)OCC)C1=C(C(=CC=C1)C)C1CCC(CC1)OC(C)(C)C ethyl 2-bromo-2-(2-((1r,4r)-4-(tert-butoxy)cyclohexyl)-3-methylphenyl)acetate